ethyl 2-hydroxy-5-iodo-benzoate OC1=C(C(=O)OCC)C=C(C=C1)I